BrC=1C(=C(OCCC[C@@H]2C[C@H](N(CC2)CC(=O)OCC)C)C=CC1)C ethyl 2-[(2R,4S)-4-[3-(3-bromo-2-methyl-phenoxy)propyl]-2-methyl-1-piperidyl]acetate